(3S,4S)-4-{[5-(2,4-difluoro-phenyl)-isoxazole-3-carbonyl]-amino}-1-((1R,2R)-2-hydroxy-1-methyl-propyl)-piperidine-3-carboxylic acid methyl-phenethyl-amide CN(C(=O)[C@H]1CN(CC[C@@H]1NC(=O)C1=NOC(=C1)C1=C(C=C(C=C1)F)F)[C@@H]([C@@H](C)O)C)CCC1=CC=CC=C1